1-Benzyl 4-[[1-[2-(2,6-dioxo-3-piperidyl)-1,3-dioxo-isoindolin-4-yl]-4-piperidyl]methoxy]piperidine-1-carboxylate O=C1NC(CCC1N1C(C2=CC=CC(=C2C1=O)N1CCC(CC1)COC1CCN(CC1)C(=O)OCC1=CC=CC=C1)=O)=O